NC=1C=C2CCN(CC2=CC1C(C)C)C(C(F)(F)F)=O 1-(6-amino-7-isopropyl-3,4-dihydroisoquinolin-2(1H)-yl)-2,2,2-trifluoroethan-1-one